C(CCCCCC)C(C(=O)Cl)CCCCCCC 2-heptylnonanoyl chloride